lithium 3-mercapto-1-propanesulfonate SCCCS(=O)(=O)[O-].[Li+]